C(C)(C)(C)OC(=O)N1C2=C(OCC1)C=C(C=N2)CNC2=C(C=CC(=C2)C(N[C@@H]2[C@H](CCCC2)O)=O)C 7-[(5-{[(1S,2S)-2-hydroxycyclohexyl]carbamoyl}-2-methylanilino)methyl]-2,3-dihydro-4H-pyrido[3,2-b][1,4]oxazine-4-carboxylic acid tert-butyl ester